2-(2-[(3R)-methyl-1,2,3,4-tetrahydroisoquinolin-2-yl]-2-oxoethyl)-2,3-dihydro-1H-isoindol-1-one CC1N(CCC2=CC=CC=C12)C(CN1C(C2=CC=CC=C2C1)=O)=O